OCCN(S(O)(=O)=O)CCO N,N-bis(2-hydroxyethyl)amidosulfuric acid